(R)-4-methoxy-5-(quinolin-6-yl)-N-(tetrahydro-2H-pyran-3-yl)pyrrolo[2,1-f][1,2,4]triazin-2-amine COC1=NC(=NN2C1=C(C=C2)C=2C=C1C=CC=NC1=CC2)N[C@H]2COCCC2